para-hydroxybenzyl-ethylenediamine OC1=CC=C(CNCCN)C=C1